OCCOC(C1=CC=C(C(=O)OCCO)C=C1)=O.[Si](C)(C)(C(C)(C)C)OCC(=C)C=1N=C(SC1)C1=CC(=C(C=C1)OC)OCC 4-(3-((Tert-butyl-dimethylsilyl)oxy)prop-1-en-2-yl)-2-(3-ethoxy-4-methoxyphenyl)thiazole BIS(2-HYDROXYETHYL)TEREPHTHALATE